2-amino-8-azidooctanoic acid NC(C(=O)O)CCCCCCN=[N+]=[N-]